C1CCC12CN(CC2)CC=2NC1=CC(=CC=C1C2)CN2N=NC(=C2)C2=C1C=NNC1=CC(=C2)SC 4-(1-((2-((6-azaspiro[3.4]octan-6-yl)methyl)-1H-indole-6-yl)methyl)-1H-1,2,3-triazole-4-yl)-6-(methylthio)-1H-indazole